OC(=O)C(F)(F)F.ClC1=C(C=CC=C1)CCN 2-(2-chlorophenyl)ethylamine TFA salt